2,2-Bis-(5-tert-butyl-4-hydroxy-2-methylphenyl)-4-n-dodecylmercaptobutane C(C)(C)(C)C=1C(=CC(=C(C1)C(C)(CCSCCCCCCCCCCCC)C1=C(C=C(C(=C1)C(C)(C)C)O)C)C)O